1-[[4-[5-(fluoromethyl)-6-(trifluoromethyl)-2-pyridinyl]phenyl]methyl]pyrrolidin-2-one FCC=1C=CC(=NC1C(F)(F)F)C1=CC=C(C=C1)CN1C(CCC1)=O